C(C)OC(C(C)(C)OC1=C(C=C(C=C1C)CN1C(N(C=C1)C1=CC=C(C=C1)C)=O)C)=O 2-(2,6-dimethyl-4-((2-oxo-3-(p-tolyl)-2,3-dihydro-1H-imidazol-1-yl)methyl)phenoxy)-2-methylpropanoic acid ethyl ester